5-BROMO-2-[(3-BROMOTHIOPHEN-2-YL)METHOXY]BENZALDEHYDE BrC=1C=CC(=C(C=O)C1)OCC=1SC=CC1Br